(S)-2-((7-methyl-2-(5-(methylcarbamoyl)thiophen-2-yl)imidazo[1,2-a]pyridin-3-yl)methyl)morpholine-4-carboxylic acid tert-butyl ester C(C)(C)(C)OC(=O)N1C[C@@H](OCC1)CC1=C(N=C2N1C=CC(=C2)C)C=2SC(=CC2)C(NC)=O